2-(2-methyl-1-phenylethyl)-2-methyl-phenyl-benzotriazole CCC(C1=CC=CC=C1)C1(C(C=CC=C1)C1=CC=CC=2NN=NC21)C